4-[2-fluoro-5-[[4-fluoro-2-(trifluoromethyl)benzoyl]amino]-4-[(3R)-3,4-dimethylpiperazin-1-yl]phenyl]-3,6-dihydro-2H-pyridine-1-carboxylic acid FC1=C(C=C(C(=C1)N1C[C@H](N(CC1)C)C)NC(C1=C(C=C(C=C1)F)C(F)(F)F)=O)C=1CCN(CC1)C(=O)O